NC=1SC2=C(N1)C(=CC=C2F)C2=C(C=C1C(=NC=NC1=C2F)NC2CN(C2)C(CCl)=O)Cl 1-(3-((7-(2-amino-7-fluorobenzo[d]thiazol-4-yl)-6-chloro-8-fluoroquinazolin-4-yl)amino)azetidin-1-yl)-2-chloroethan-1-one